C1(=CCCC1)OC(COCC1(COC1)CC)OC1=CCCC1 dicyclopentenyloxyethyl(3-ethyl-3-oxetanylmethyl)ether